ClC=1N=NC(=CC1C(=O)N[C@H](C)C1=C(C(=CC=C1)C(F)(F)F)F)Cl 3,6-dichloro-N-[(1R)-1-[2-fluoro-3-(trifluoromethyl)phenyl]ethyl]pyridazine-4-carboxamide